CNC1=C(N=C2N1C=CC(=C2)C#N)C2=CC=C(C=C2)OCC#C 3-(Methylamino)-2-[4-(prop-2-yn-1-yloxy)phenyl]imidazo[1,2-a]pyridine-7-carbonitrile